2-methylthioethyl methacrylate C(C(=C)C)(=O)OCCSC